FC(COC=1N=C2N(C=CC=C2)C1)(F)F (2,2,2-trifluoroethoxy)imidazo[1,2-a]pyridine